CC=1N(C(=CC1)C)C(CO)CO 2-(2,5-dimethyl-1H-pyrrol-1-yl)-propan-1,3-diol